sulfat S(=O)(=O)([O-])[O-]